(S)-2-((hydroxy(4-nitrophenyl)methyl)amino)ethan-1-ol O[C@@H](C1=CC=C(C=C1)[N+](=O)[O-])NCCO